3-hydroxyphenylmethane OC=1C=C(C=CC1)C